FC1(CCC2=C1N=C(N=C2C2=CC1=C([C@H](CO1)NS(=O)(=O)C)C=C2)N2[C@H]([C@@H](C2([2H])[2H])O)C)F N-((R)-6-(7,7-difluoro-2-((2S,3R)-3-hydroxy-2-methylazetidin-1-yl-4,4-d2)-6,7-dihydro-5H-cyclopenta[d]pyrimidin-4-yl)-2,3-dihydrobenzofuran-3-yl)methanesulfonamide